(6R,7aS)-6-(2,3-dichloro-6-methoxyphenyl)-1-(1,2-dihydroxyethyl)-tetrahydro-1H-pyrrolo[1,2-c][1,3]oxazol-3-one ClC1=C(C(=CC=C1Cl)OC)[C@H]1C[C@@H]2N(C(OC2C(CO)O)=O)C1